The molecule is a monomethoxybenzene that is the N,N-didesmethyl derivative of venlafaxine. It has a role as a marine xenobiotic metabolite and a drug metabolite. It is a monomethoxybenzene, an amino alcohol, a member of cyclohexanols and a primary amino compound. COC1=CC=C(C=C1)C(CN)C2(CCCCC2)O